FC(C(/C=C/C(C(=O)OC)C(NC1=CC(=NC=C1C)OC)=O)=O)(F)F methyl (E)-6,6,6-trifluoro-2-[(2-methoxy-5-methyl-4-pyridyl)carbamoyl]-5-oxo-hex-3-enoate